methyl 7-bromo-4-formyl-2,3-dihydrobenzofuran-5-carboxylate BrC1=CC(=C(C=2CCOC21)C=O)C(=O)OC